C[C@@H]1N(CC=C(C1)B1OC(C(O1)(C)C)(C)C)C(=O)OC(C)(C)C tert-butyl (S)-2-methyl-4-(4,4,5,5-tetramethyl-1,3,2-dioxaborolane-2-yl)-3,6-dihydropyridine-1(2H)-carboxylate